2,2'-[5''-(4,4,5,5-tetramethyl-1,3,2-dioxaborolan-2-yl)-[1,1':2',1'':3'',1''':2''',1''''-quinquephenyl]-4,4''''-diyl]bispyridine CC1(OB(OC1(C)C)C=1C=C(C=C(C1)C=1C(=CC=CC1)C1=CC=C(C=C1)C1=NC=CC=C1)C=1C(=CC=CC1)C1=CC=C(C=C1)C1=NC=CC=C1)C